3-(1,2,4-triazole-1-yl)propionic acid N1(N=CN=C1)CCC(=O)O